FC1(OC2=C(O1)C=CC(=C2)NC2=NC=C(C(=C2)N2N=NC(=C2)C(=O)NC(CN)CC2=CC=CC=C2)C)F 1-(2-((2,2-difluorobenzo[d][1,3]dioxol-5-yl)amino)-5-methylpyridin-4-yl)-N-(1-amino-3-phenylpropan-2-yl)-1H-1,2,3-triazole-4-carboxamide